The molecule is a five-membered monocyclic heteroarene that is an analogue of cyclopentadiene with O in place of CH2 at position 1 and N in place of CH at position 3. It is a mancude organic heteromonocyclic parent, a monocyclic heteroarene and a member of 1,3-oxazoles. C1=COC=N1